N-(pyridin-2-ylmethyl)-3-[({5-[5-(trifluoromethyl)-1,2,4-oxadiazol-3-yl]pyridin-2-yl}methyl)amino]benzamide N1=C(C=CC=C1)CNC(C1=CC(=CC=C1)NCC1=NC=C(C=C1)C1=NOC(=N1)C(F)(F)F)=O